ethyl 2-amino-4,5-dimethylthiophene-3-carboxylate NC=1SC(=C(C1C(=O)OCC)C)C